(R)-4-Ethoxy-5-(1-methyl-1H-benzo[d][1,2,3]triazol-6-yl)-N-(1,1,1-trifluoropropan-2-yl)-7H-pyrrolo[2,3-d]pyrimidin-2-amine C(C)OC=1C2=C(N=C(N1)N[C@@H](C(F)(F)F)C)NC=C2C=2C=CC1=C(N(N=N1)C)C2